{4-[(4-amino-2-butyl-7-methylthieno[3,2-b]imidazo[4,5-d]pyridin-1-yl)methyl]hexahydropyridin-1-yl}[4-(azidomethyl)cyclohexyl]methanone NC1=C2C(=C3C(=N1)C=C(S3)C)N(C(=N2)CCCC)CC2CCN(CC2)C(=O)C2CCC(CC2)CN=[N+]=[N-]